O=S1(CCC(CC1)NC1=C2C=C(N(C2=CC=C1)CC(F)(F)F)C#CCNC1=C(C=C(C=C1)S(=O)(=O)N(C)CCO)OC)=O 4-[(3-{4-[(1,1-dioxo-1λ6-thian-4-yl)amino]-1-(2,2,2-trifluoroethyl)-1H-indol-2-yl}prop-2-yn-1-yl)amino]-N-(2-hydroxyethyl)-3-methoxy-N-methylbenzene-1-sulfonamide